NC=1C(=CC(=C(C1)C1=C(C=C(C(=C1)Cl)F)F)Cl)C(=O)OC Methyl 5-amino-2,5'-dichloro-2',4'-difluoro-[1,1'-biphenyl]-4-carboxylate